O1C=CC(C2=C1C=CC=C2)=O 4H-1-Benzopyran-4-one